(4-carboxyphenoxy)zinc C(=O)(O)C1=CC=C(O[Zn])C=C1